(S)-3-amino-N-(5-cyano-8-fluoro-6-(piperazin-1-yl)-1,2,3,4-tetrahydronaphthalen-2-yl)-6-methylthieno[2,3-b]pyridine-2-carboxamide NC1=C(SC2=NC(=CC=C21)C)C(=O)N[C@@H]2CC1=C(C=C(C(=C1CC2)C#N)N2CCNCC2)F